Cl.FC(CC1=C(C=CC(=C1)C1=NC=NN2C1=CC(=C2)N2CCOCC2)CN)F (2-(2,2-difluoroethyl)-4-(6-morpholinopyrrolo[2,1-f][1,2,4]triazin-4-yl)phenyl)methanamine hydrochloride